tert-Butyl 2-amino-3-(benzo[d]thiazol-2-yl)-4,7-dihydrothieno[2,3-c]pyridine-6(5H)-carboxylate NC1=C(C2=C(CN(CC2)C(=O)OC(C)(C)C)S1)C=1SC2=C(N1)C=CC=C2